CN(CCCCCCCCC=CCCCCCCCC)C N,N-dimethyl-9-octadecen-1-amine